2-((12-(4-(((3R,4R)-1-(2-cyanoacetyl)-4-methylpiperidin-3-yl)(methyl)amino)-7H-pyrrolo[2,3-d]pyrimidin-7-yl)-3,11-dimethyl-12-oxododecanoyl)oxy)propane-1,3-diyl dipalmitate C(CCCCCCCCCCCCCCC)(=O)OCC(COC(CCCCCCCCCCCCCCC)=O)OC(CC(CCCCCCCC(C(=O)N1C=CC2=C1N=CN=C2N(C)[C@H]2CN(CC[C@H]2C)C(CC#N)=O)C)C)=O